hexacosdiene C=CC=CCCCCCCCCCCCCCCCCCCCCCC